L-2-(2-bromo-3,4,5-trimethoxyphenyl)oxazoline tert-butyl-3-(2,5-dioxo-4-(thiazol-2-yl)imidazolidin-4-yl)propanoate C(C)(C)(C)OC(CCC1(NC(NC1=O)=O)C=1SC=CN1)=O.BrC1=C(C=C(C(=C1OC)OC)OC)C=1OCCN1